(2S,4r)-1-[(2S)-2-[4-[2-(ethylamino)-4-pyridyl]triazol-1-yl]-3,3-dimethyl-butyryl]-4-hydroxy-N-methyl-pyrrolidine-2-carboxamide C(C)NC1=NC=CC(=C1)C=1N=NN(C1)[C@H](C(=O)N1[C@@H](C[C@H](C1)O)C(=O)NC)C(C)(C)C